C(CCCCCCCCC)(=O)[O-] Decanoate